C(C)N1C(=NN=C1)C=1C=C2C=NN(C2=C(C1)OC1=CC=C(C=C1)N1C(N(CC1)CC1COC1)=O)C 1-[4-[5-(4-ethyl-1,2,4-triazol-3-yl)-1-methyl-indazol-7-yl]oxyphenyl]-3-(oxetan-3-ylmethyl)imidazolidin-2-one